ClC1=C(OC2=CC=NC3=CC(=C(C=C23)C(=O)OC)OC)C=CC(=C1)NC(=O)C1(CC1)C(NC1=CC=C(C=C1)F)=O methyl 4-[2-chloro-4-[[1-[(4-fluorophenyl)carbamoyl]-cyclopropanecarbonyl]-amino]phenoxy]-7-methoxyquinoline-6-carboxylate